6-(naphthalene-2-oxy)tetrahydroquinoxaline C1=C(C=CC2=CC=CC=C12)OC=1C=C2NCCNC2=CC1